C(C)(=O)OC1CC2CC=C3[C@@H]4CC[C@H](C(C)CO)[C@]4(CC[C@@H]3[C@]2(CC1)C)C 20-(Hydroxymethyl)-pregn-7-en-3-yl acetate